1-(4-(4-((3-chloro-4-((3-fluoropyridin-2-yl)methoxy)phenyl)amino)-7H-pyrrolo[2,3-d]pyrimidin-5-yl)piperidin-1-yl)prop-2-en-1-one ClC=1C=C(C=CC1OCC1=NC=CC=C1F)NC=1C2=C(N=CN1)NC=C2C2CCN(CC2)C(C=C)=O